5-(Difluoromethoxy)-6-(4-(pyrazolo[1,5-a]pyrimidin-3-ylamino)-1H-pyrazol-3-yl)benzo[b]thiophene-2-carboxylic acid methyl ester COC(=O)C1=CC2=C(S1)C=C(C(=C2)OC(F)F)C2=NNC=C2NC=2C=NN1C2N=CC=C1